(R)-5-(2-(5-fluoro-2-hydroxypyridin-3-yl)pyrrolidin-1-yl)pyrazolo[1,5-a]Pyrimidine-3-carboxylic acid ethyl ester C(C)OC(=O)C=1C=NN2C1N=C(C=C2)N2[C@H](CCC2)C=2C(=NC=C(C2)F)O